C1(=CC=CC=C1)C1=NN(C=C1)C1=NC=2N(C(=C1)N1CCOCC1)N=C(C2)C=2C=NC=NC2 4-[5-(3-phenylpyrazol-1-yl)-2-pyrimidin-5-yl-pyrazolo[1,5-a]pyrimidin-7-yl]morpholine